(6-((2-((4-(4-methylpiperazin-1-yl)-2-(2,2,2-trifluoroethoxy)phenyl)amino)-7H-pyrrolo[2,3-d]pyrimidin-4-yl)amino)quinoxalin-5-yl)phosphine oxide CN1CCN(CC1)C1=CC(=C(C=C1)NC=1N=C(C2=C(N1)NC=C2)NC=2C(=C1N=CC=NC1=CC2)[PH2]=O)OCC(F)(F)F